2-(2-chlorophenyl)-N-(1-(4-methylbenzyl)-4-sulfamoyl-1H-indazol-6-yl)acetamide ClC1=C(C=CC=C1)CC(=O)NC1=CC(=C2C=NN(C2=C1)CC1=CC=C(C=C1)C)S(N)(=O)=O